(R,E)-7-phenyl-6-(3-(2-(trifluoromethyl)phenyl)acryloyl)-4-oxa-6-azaspiro[2.4]heptane-5-one C1(=CC=CC=C1)[C@H]1N(C(OC12CC2)=O)C(\C=C\C2=C(C=CC=C2)C(F)(F)F)=O